ClC=1C(=C(C=CC1)NC(=O)C1=CC(=CC=2NC(=NC21)N2CCCC2)NC(=O)C2=C(C=CC=C2)C(F)(F)F)C N-(3-chloro-2-methylphenyl)-2-(pyrrolidin-1-yl)-6-({[2-(trifluoromethyl)phenyl]carbonyl}amino)-1H-benzimidazole-4-carboxamide